[(9S)-7-(4-chlorophenyl)-4,5,13-trimethyl-3-thia-1,8,11,12-tetrazatricyclo[8.3.0.02,6]trideca-2(6),4,7,10,12-pentaen-9-yl]acetic acid ClC1=CC=C(C=C1)C=1C=2C(=C(SC2N2C(=NN=C2[C@@H](N1)CC(=O)O)C)C)C